C(C)(C)(C)OC(=O)N1C(CN(CC1)C1=C2N=CC=NC2=C(C=C1)C(NC=1C=C(C=2N(C1)C=C(N2)C)F)=O)C 4-[8-({8-fluoro-2-methylimidazo[1,2-a]pyridin-6-yl}carbamoyl)quinoxalin-5-yl]-2-methylpiperazine-1-carboxylic acid tert-butyl ester